(S)-1-(3-(2-(1H-Pyrrolo[2,3-b]pyridin-3-yl)thiazol-4-yl)phenyl)-1-(1-methyl-1H-imidazol-2-yl)ethan-1-ol N1C=C(C=2C1=NC=CC2)C=2SC=C(N2)C=2C=C(C=CC2)[C@](C)(O)C=2N(C=CN2)C